2-((1-(7-cyano-2-(4,4-difluoropiperidin-1-yl)-4-oxo-4H-pyrido[1,2-a]pyrimidin-9-yl)ethyl)amino)benzoic acid C(#N)C=1C=C(C=2N(C(C=C(N2)N2CCC(CC2)(F)F)=O)C1)C(C)NC1=C(C(=O)O)C=CC=C1